C[C@@]1(CC[C@@H](C([C@@H]1CC[C@@]2([C@H](CCC3=COC4=C(C[C@H]32)C=C(C=C4)C(=O)O)Br)C)(C)C)Br)O The molecule is a dibenzooxepine diterpenoid that is hexahydrodibenzo[b,e]oxepine-2-carboxylic acid with an isolated double bond between positions 6 and 6a and is substituted by a bromo, 2-[(1S,3S,6S)-3-bromo-6-hydroxy-2,2,6-trimethylcyclohexyl]ethyl and a methyl group at positions 9, 10 and 10 respectively (the 9S,10S,10aR stereoisomer). An isomer of callophycoic acid C, it is isolated from the Fijian red alga Callophycus serratus and exhibits antibacterial, antimalarial and anticancer activities. It has a role as a metabolite, an antibacterial agent, an antimalarial and an antineoplastic agent. It is a member of benzoic acids, a cyclic ether, a dibenzooxepine, a diterpenoid, an organobromine compound and a tertiary alcohol.